FC(OC=1C=C(C=CC1)C=1C=C(OC1)C(=O)O)F 4-(3-(difluoromethoxy)phenyl)furan-2-carboxylic acid